tert-butyl (S)-2-((2-(3-chloro-2-fluoro-phenyl)propan-2-yl)carbamoyl)morpholine-4-carboxylate ClC=1C(=C(C=CC1)C(C)(C)NC(=O)[C@@H]1CN(CCO1)C(=O)OC(C)(C)C)F